Methyl 2-(4-bromo-2,3,6-trifluorobenzyl)-4-fluoro-1-((1-(fluoromethyl)cyclopropyl)methyl)-1H-benzo[d]imidazole-6-carboxylate BrC1=C(C(=C(CC2=NC3=C(N2CC2(CC2)CF)C=C(C=C3F)C(=O)OC)C(=C1)F)F)F